FC1=C(CN2N=CC(=C2)B2OC(C(O2)(C)C)(C)C)C=CC=C1F 1-(2,3-difluorobenzyl)-4-(4,4,5,5-tetramethyl-1,3,2-dioxaborolan-2-yl)-1H-pyrazole